tert-Butyl (1r,4r)-4-(dimethylcarbamoyl)cyclohexylcarbamate CN(C(=O)C1CCC(CC1)NC(OC(C)(C)C)=O)C